COC1=CC=CC=2C(C=CSC21)=O 8-methoxybenzothiopyran-4-one